2-[[5-(2,4-Dimethyl-5-nitrophenyl)-2-furanyl]methylene]-1H-indene-1,3(2H)-dione CC1=C(C=C(C(=C1)C)[N+](=O)[O-])C1=CC=C(O1)C=C1C(C2=CC=CC=C2C1=O)=O